5-pentyl-8-(m-tolyl)-4H-benzo[d][1,3]dioxin-4-one C(CCCC)C1=CC=C(C=2OCOC(C21)=O)C=2C=C(C=CC2)C